The molecule is a xylonic acid with D configuration. It is a conjugate acid of a D-xylonate. It is an enantiomer of a L-xylonic acid. C([C@H]([C@@H]([C@H](C(=O)O)O)O)O)O